C1CCC2=CC(=CC=C12)NC(C1=CC(=CC=C1)NS(=O)(=O)C=1SC=CC1)=O N-(2,3-dihydro-1H-inden-5-yl)-3-(thiophene-2-sulfonamido)benzamide